N1(N=CN=C1)C1=NC(=NC(=N1)C1=NC(=CC=C1)C(F)(F)F)NC1=CC(=NC=C1)C(F)(F)F 4-(1H-1,2,4-triazol-1-yl)-6-(6-(trifluoromethyl)pyridin-2-yl)-N-(2-(trifluoromethyl)pyridin-4-yl)-1,3,5-triazin-2-amine